1-(cyclopropylmethyl)-5-(6-(((3aR,5s,6aS)-2-((tetrahydro-2H-pyran-4-yl)methyl-d2)octahydrocyclopenta[c]pyrrol-5-yl)amino)pyridazin-3-yl)pyridin-2(1H)-one C1(CC1)CN1C(C=CC(=C1)C=1N=NC(=CC1)NC1C[C@@H]2[C@@H](CN(C2)C([2H])([2H])C2CCOCC2)C1)=O